ClC1=C(C=C(C=C1F)CCC(=O)NC1=C(C(=NN1COCC[Si](C)(C)C)C1=CC=NC=C1)C)F 3-(4-chloro-3,5-difluorophenyl)-N-(4-methyl-3-(pyridin-4-yl)-1-((2-(trimethylsilyl)ethoxy)methyl)-1H-pyrazol-5-yl)propanamide